C(=O)=[Se]1CC=CC=C1 carbonyl-selenainine